N-[4-chloro-6-(2,6-dimethylphenyl)pyrimidin-2-yl]-1-methyl-1H-pyrazole-4-sulfonamide ClC1=NC(=NC(=C1)C1=C(C=CC=C1C)C)NS(=O)(=O)C=1C=NN(C1)C